2',2'''-(4-(trifluoromethyl)pyridine-2,6-diyl)bis(5-methyl-3-((3r,5r,7r)-3,5,7-trimethyladamantan-1-yl)-[1,1'-biphenyl]-2-ol) FC(C1=CC(=NC(=C1)C1=C(C=CC=C1)C=1C(=C(C=C(C1)C)C12CC3(CC(CC(C1)(C3)C)(C2)C)C)O)C2=C(C=CC=C2)C=2C(=C(C=C(C2)C)C23CC1(CC(CC(C2)(C1)C)(C3)C)C)O)(F)F